6-[5-({[2-(cyclopentylmethoxy)phenyl]methyl}carbamoyl)-6-methoxypyridin-3-yl]-N-methyl-1H-indazole-3-carboxamide C1(CCCC1)COC1=C(C=CC=C1)CNC(=O)C=1C=C(C=NC1OC)C1=CC=C2C(=NNC2=C1)C(=O)NC